2-tetradecanoyl-3-trimethylammoniopropane C(CCCCCCCCCCCCC)(=O)C(C)C[N+](C)(C)C